C[C@@H]1CCC2=CC=3CCCC3C(=C12)NC(=O)N=S(=O)(N)C=1C=NN2C1OCCC2 N'-(((R)-3-methyl-1,2,3,5,6,7-hexahydro-s-indacen-4-yl)carbamoyl)-6,7-dihydro-5H-pyrazolo[5,1-b][1,3]oxazine-3-sulfonimidamide